[Si](C1=CC=CC=C1)(C1=CC=CC=C1)(C(C)(C)C)OCC1OCC(OC1)C(C(=O)OC)(F)F methyl 2-(5-(((tert-butyldiphenylsilyl) oxy) methyl)-1,4-dioxan-2-yl)-2,2-difluoroacetate